COC=1C=C2C=CN(C2=CC1OC)C(=O)[C@H]1[C@H]([C@@H]2CC[C@H]1O2)C(=O)O (1S,2R,3S,4R)-3-(5,6-dimethoxy-1H-indole-1-carbonyl)-7-oxabicyclo[2.2.1]heptane-2-carboxylic acid